FC(COOC)F methoxy difluoroethyl ether